(5-fluoropyridin-2-ylamino)nicotinamide FC=1C=CC(=NC1)NC1=C(C(=O)N)C=CC=N1